C(CCCCCCCCCCCC)(=O)O.C(C(C)O)O propylene glycol tridecylate